C(C)OC=1C(=NC=CN1)N1N=C(C(=C1N)C=1C=NN(C1)C=1N(N=C(C1C(F)(F)F)C(C(F)(F)F)(F)F)C)C(F)(F)F 2-(3-ethoxypyrazin-2-yl)-4-[1-[2-methyl-5-(1,1,2,2,2-pentafluoroethyl)-4-(trifluoromethyl)pyrazol-3-yl]pyrazol-4-yl]-5-(trifluoromethyl)pyrazol-3-amine